(1-(3-bromophenyl)cyclopropyl)(4-methyl-4H-1,2,4-triazol-3-yl)methanol BrC=1C=C(C=CC1)C1(CC1)C(O)C1=NN=CN1C